NC=1C(=C2C(=NC1C(=O)OC)N(C=C2C#N)C)C=2C=NC=C(C2OC)F methyl 5-amino-3-cyano-4-(5-fluoro-4-methoxypyridin-3-yl)-1-methyl-1H-pyrrolo[2,3-b]pyridine-6-carboxylate